C[C@@H]1N(CC1)C=1N=C(C2=C(N1)CCC2)C2=CC(=CC=C2)CN2CCCCC2 2-[(2S)-2-methylazetidin-1-yl]-4-[3-(1-piperidylmethyl)phenyl]-6,7-dihydro-5H-cyclopenta[d]pyrimidine